CC=1C=C(C=NC1C(F)(F)F)CC1CCN(CC1)C(=O)OC(C)(C)C tert-butyl 4-((5-methyl-6-(trifluoromethyl)pyridin-3-yl)methyl)piperidine-1-carboxylate